NC1=C(C(=O)O)C=C(C=N1)C1=CC=C(C=C1)[C@@]12CN(C[C@H]2C1)C(=O)OC(C)(C)C 2-amino-5-(4-((1R,5S)-3-(tert-butoxycarbonyl)-3-azabicyclo[3.1.0]hex-1-yl)phenyl)nicotinic acid